(1r,3r,5s)-3-(6-chloro-1H-indazol-4-yl)-6-(hydroxymethyl)bicyclo[3.1.0]hexan-3-ol ClC1=CC(=C2C=NNC2=C1)C1(C[C@H]2C([C@H]2C1)CO)O